BrC(COCC(CBr)Br)CBr 2,3-dibromo-propylether